C(=C)(C)[C@@H]1CC=C(CC1)CC(C(=O)OCC)C ethyl 3-[(4S)-4-isopropenyl-1-cyclohexen-1-yl]-2-methylpropionate